FC(C=1N=CSC1N)(F)F 4-(trifluoromethyl)-1,3-thiazol-5-amine